ClC1=C2C=C(N(C2=CC=C1Cl)C)C(=O)NC1(COC1)C1=CC=C(C=C1)[C@H](C(=O)OCC=C)CC(C)C |r| (±)-allyl 2-[4-[3-[(4,5-dichloro-1-methyl-indole-2-carbonyl)amino]oxetan-3-yl] phenyl]-4-methyl-pentanoate